CN1CC2=C(C=C(C=C2CC1)C=1C=C(C(=NC1)N)C=1C=NNC1)C1NCCC1 5-(2-methyl-8-(pyrrolidin-2-yl)-1,2,3,4-tetrahydroisoquinolin-6-yl)-3-(1H-pyrazole-4-yl)pyridin-2-amine